5-(chloromethyl)-1,2-dimethyl-1H-1,3-benzodiazole ClCC1=CC2=C(N(C(=N2)C)C)C=C1